ethyl 3-(((tert-butoxycarbonyl)amino)methyl)-5-(3-methoxybenzyl)-4,5-dihydroisoxazole-5-carboxylate C(C)(C)(C)OC(=O)NCC1=NOC(C1)(C(=O)OCC)CC1=CC(=CC=C1)OC